O1CC(=CCC1)B1OC(C(O1)(C)C)(C)C 2-(5,6-dihydro-2H-pyran-3-yl)-4,4,5,5-tetramethyl-1,3,2-dioxaborolane